((2R,3S,4R,5S)-5-(4-aminopyrrolo[2,1-f][1,2,4]triazin-7-yl)-2-cyano-3,4-dihydroxytetrahydrofuran-2-yl)methyl cyclohexanecarboxylate C1(CCCCC1)C(=O)OC[C@]1(O[C@H]([C@@H]([C@@H]1O)O)C1=CC=C2C(=NC=NN21)N)C#N